ClC1=C(C(=O)C2=C(C(=O)NN)C=CC(=C2C#CC=2C=NC3=CC=CC=C3C2)C)C(=CC=C1)C (2-chloro-6-methylbenzoyl)-4-methyl-3-[2-(3-quinolyl)ethynyl]-benzohydrazide